NC1=C(C(=O)NC)C=C(C(=C1)F)C 2-amino-4-fluoro-N,5-dimethylbenzamide